OC(CCCCCCCCCCCC(=O)O)CC=CCC=CCCCCCCCCCCC 13-hydroxy-triaconta-15,18-dienoic acid